NC1=CC=C(C=C1)CC(=O)NC1=CC=C(C=C1)C1=CC2=C(N=CN=C2N2CCOCC2)N1 2-(4-aminophenyl)-N-(4-(4-morpholino-7H-pyrrolo[2,3-d]pyrimidin-6-yl)phenyl)acetamide